S1C(=NC2=C1C=CC=C2)NC(C2=CC=C(C=C2)CC2CCNCC2)=O N-(benzo[d]thiazol-2-yl)-4-(piperidin-4-ylmethyl)benzamide